5,6-dichloro-3-pyridinecarboxylic acid ClC=1C=C(C=NC1Cl)C(=O)O